4-((((((1r,4r)-4-Hydroxy-4-methylcyclohexyl)methyl)amino)-3-nitrophenyl)sulfonyl)-4-(2-((S)-2-(2-isopropylphenyl)pyrrolidine-1-yl)-7-azaspiro[3.5]nonan-7-yl)benzamide OC1(CCC(CC1)CNC1=C(C=CC=C1[N+](=O)[O-])S(=O)(=O)C1(CC=C(C(=O)N)C=C1)N1CCC2(CC(C2)N2[C@@H](CCC2)C2=C(C=CC=C2)C(C)C)CC1)C